COC1=CC=C(CN(S(=O)(=O)CC)CC2=CC=C(C=C2)OC)C=C1 N,N-BIS(4-METHOXYBENZYL)ETHANESULFONAMIDE